3-methoxy-N-(2-methoxyethyl)aniline COC=1C=C(NCCOC)C=CC1